C(C)(C)OC1=CC=2N(C=C1C(=O)OC)C=C(N2)C21CC(C2)(C1)OC methyl 7-isopropoxy-2-(3-methoxybicyclo[1.1.1]pentan-1-yl)imidazo[1,2-a]pyridine-6-carboxylate